N=1N(N=C2C1C=CC=C2)C=2C=C(C=C(C2O)C(C)(C)C)C(C(=O)OCCCCCCCC)C octyl 3-(2H-benzotriazolyl)-5-(1,1-dimethylethyl)-4-hydroxyphenylpropionate